COC(=O)C1=NN(C2=CC=C(C=C12)Br)C1COCC1 5-bromo-1-(tetrahydrofuran-3-yl)-1H-indazol-3-carboxylic acid methyl ester